CC=1C=C2C(=CC(=NC2=CC1)C(F)(F)F)N[C@@H]1C[C@@H](CCC1)NC(C1=CC=C(C=C1)NC)=O N-[(1R,3S)-3-{[6-methyl-2-(trifluoromethyl)quinolin-4-yl]amino}cyclohexyl]-4-(methylamino)benzamide